CN1C=C(C2=CC=CC=C12)N[C@H](C(=O)O)CCN(CCCCC1=NC=2NCCCC2C=C1)CCOC=1C(=NC=CC1)C (S)-2-((1-methyl-1H-indol-3-yl)amino)-4-((2-((2-methylpyridin-3-yl)oxy)ethyl)(4-(5,6,7,8-tetrahydro-1,8-naphthyridin-2-yl)butyl)amino)butanoic acid